N1CC(C1)CN(C=1C=NC2=CC=C(N=C2C1)C=1C(=NNC1)C1=C(C=CC(=C1)Cl)F)C N-(azetidin-3-ylmethyl)-6-[3-(5-chloro-2-fluoro-phenyl)-1H-pyrazol-4-yl]-N-methyl-1,5-naphthyridin-3-amine